BrC1=C(C(=C2C(=NC(=NC2=C1F)SC)O)F)C(F)(F)F 7-bromo-5,8-difluoro-2-(methylsulfanyl)-6-(trifluoromethyl)quinazolin-4-ol